N(=[N+]=[N-])C\C=C/CCC1(C(CCCC1)=O)C(=O)OCC (Z)-ethyl 1-(5-azidopent-3-enyl)-2-oxocyclohexanecarboxylate